2-(3-methoxy-5-methylpyridinoyl)benzoic acid COC=1C(=NC=C(C1)C)C(=O)C1=C(C(=O)O)C=CC=C1